2-methyl-2-propanyl 3-(2-[(6,7-dimethoxy-4-quinolinyl)oxy]-5-{2,5-dioxo-3-[5-(trifluoromethyl)-3-pyridinyl]-1-imidazolidinyl}phenyl)-1-azetidinecarboxylate COC=1C=C2C(=CC=NC2=CC1OC)OC1=C(C=C(C=C1)N1C(N(CC1=O)C=1C=NC=C(C1)C(F)(F)F)=O)C1CN(C1)C(=O)OC(C)(C)C